C(C)(C)(C)OC(=O)N(CC#CC1=C(C=CC(=C1)F)NC1=C(C(=O)OC)C=CC(=C1)C(F)(F)F)C1=NC(=CC=C1[N+](=O)[O-])OC methyl 2-((2-(3-((tert-butoxycarbonyl)(6-methoxy-3-nitropyridin-2-yl)amino)prop-1-yn-1-yl)-4-fluorophenyl)amino)-4-(trifluoromethyl)benzoate